4-aminobutyloxide NCCCCOCCCCN